2,2'-bis(trifluoromethyl)-5,5'-dibromo-4,4'-diaminobiphenyl FC(C1=C(C=C(C(=C1)N)Br)C1=C(C=C(C(=C1)Br)N)C(F)(F)F)(F)F